1-(5-amino-7-methoxyimidazo[1,2-c]quinazoline-2-carbonyl)pyrrolidin-3-one NC1=NC=2C(=CC=CC2C=2N1C=C(N2)C(=O)N2CC(CC2)=O)OC